methyl-tetrakis(pentafluorophenyl)ammonium borate B([O-])([O-])[O-].CC1(C(C(=C(C(=C1F)F)F)F)F)[N+](C1=C(C(=C(C(=C1F)F)F)F)F)(C1=C(C(=C(C(=C1F)F)F)F)F)C1=C(C(=C(C(=C1F)F)F)F)F.CC1(C(C(=C(C(=C1F)F)F)F)F)[N+](C1=C(C(=C(C(=C1F)F)F)F)F)(C1=C(C(=C(C(=C1F)F)F)F)F)C1=C(C(=C(C(=C1F)F)F)F)F.CC1(C(C(=C(C(=C1F)F)F)F)F)[N+](C1=C(C(=C(C(=C1F)F)F)F)F)(C1=C(C(=C(C(=C1F)F)F)F)F)C1=C(C(=C(C(=C1F)F)F)F)F